3-(4-diethylamino-2-ethoxyphenyl)-3-(1-Ethyl-2-methylindol-3-yl)-4-azaphthalide C(C)N(C1=CC(=C(C=C1)C1(OC(=O)C2=CC=CN=C12)C1=C(N(C2=CC=CC=C12)CC)C)OCC)CC